COC=1C(=CC(=C(OC=2C=CC3=C(N(C=N3)C)C2)C1)C)[N+](=O)[O-] 6-(5-methoxy-2-methyl-4-nitrophenoxy)-1-methyl-1H-benzo[d]imidazole